NC1=C2N=CN(C2=NC=N1)[C@@H]1O[C@@H]2COP(O[C@H]3[C@@H](O[C@H](COP(O[C@H]2[C@H]1F)(=O)S)[C@H]3F)C#C)(=O)S (1S,6R,8R,9R,10R,15R,17S,18R)-8-(6-amino-9H-purin-9-yl)-17-ethynyl-9,18-difluoro-3,12-disulfanyl-2,4,7,11,13,16-hexaoxa-3λ5,12λ5-diphosphatricyclo[13.2.1.06,10]octadecane-3,12-dione